1-ethyl-6-fluoro-7-(4-methylpiperazin-1-yl)-3-cinnamoyl-[1,8]naphthyridin-4(1H)-one C(C)N1C=C(C(C2=CC(=C(N=C12)N1CCN(CC1)C)F)=O)C(C=CC1=CC=CC=C1)=O